ClC1=NC(=NC=C1C(F)(F)F)NC1=C(C=C(C=C1)N1[C@H]2CN([C@@H](C1)C2)C(=O)OC(C)(C)C)C2CC2 tert-butyl (1R,4R)-5-(4-((4-chloro-5-(trifluoromethyl)pyrimidin-2-yl)amino)-3-cyclopropylphenyl)-2,5-diazabicyclo[2.2.1]heptane-2-carboxylate